C(C)S(=O)(=O)N1CC=2NN=C(C2C1)C(=O)N1CCC(CC1)C1=C(C=CC=C1)C(F)(F)F (5-(ethylsulfonyl)-1,4,5,6-tetrahydropyrrolo[3,4-c]pyrazol-3-yl)(4-(2-(trifluoromethyl)phenyl)piperidin-1-yl)methanone